C1(CCC1)C1=NOC(=N1)C=1C=CC=C2C(=NN(C12)C1CN(C1)C(C(=C)F)=O)C1=CC=C(C=C1)C(F)(F)F 1-(3-(7-(3-cyclobutyl-1,2,4-oxadiazol-5-yl)-3-(4-(trifluoromethyl)phenyl)-1H-indazol-1-yl)azetidin-1-yl)-2-fluoroprop-2-en-1-one